tert-butyl 3-[2-(2-chloro-4-methylsulfonyl-phenyl)pyrimidin-5-yl]azetidine-1-carboxylate ClC1=C(C=CC(=C1)S(=O)(=O)C)C1=NC=C(C=N1)C1CN(C1)C(=O)OC(C)(C)C